COC([C@H]([C@@H](CC1=C(C=CC=C1)Cl)O)O)=O (2S,3R)-methyl-4-(2-chlorophenyl)-2,3-dihydroxybutanoate